2-linoleyl-4-dimethylaminoethyl-[1,3]-dioxolane C(CCCCCCC\C=C/C\C=C/CCCCC)C1OCC(O1)CCN(C)C